CN1C2=CC=CC=C2N(C=2C=CC=CC12)C1=C(C(=C(C=C1N1C=2C=CC=CC2N(C2=CC=CC=C12)C)N1C=2C=CC=CC2N(C2=CC=CC=C12)C)N1C=2C=CC=CC2N(C2=CC=CC=C12)C)C=1OC2=C(N1)C=CC=C2 2-(2,3,5,6-tetrakis(10-methylphenazin-5(10H)-yl)phenyl)benzo[d]oxazole